N1N=C(C2=C1OCCC2)C(=O)OCC ethyl 1,4,5,6-tetrahydropyrano[2,3-c]pyrazole-3-carboxylate